5,6,7,8-tetrahydroquinoline-3-sulfonyl chloride N1=CC(=CC=2CCCCC12)S(=O)(=O)Cl